CC=1C=C(C=C(C1)C)C1=C2CC(C(C2=C(C=2CCCC12)C1=CC(=CC(=C1)C)C)OC)C 4,8-bis(3,5-dimethylphenyl)-1-methoxy-2-methyl-1,2,3,5,6,7-hexahydro-s-indacene